ClC1=CC=C(C(=N1)C#N)C=1C=NN(C1)C1OCCOC1 6-chloro-3-[1-(dioxane-2-yl)pyrazol-4-yl]Pyridine-2-carbonitrile